4-Methyl-N-((R)-2-(((S)-11-oxo-2,3,10,11-tetrahydro-1H,5H-benzo[d]pyrazolo[1,2-a][1,2]diazepin-10-yl)carbamoyl)butyl)thiazol-5-carboxamid CC=1N=CSC1C(=O)NC[C@@H](CC)C(N[C@H]1C2=C(CN3N(C1=O)CCC3)C=CC=C2)=O